N12CCN(C(CC1)CC2)C(=O)N2N=C(C1=C2COCC1)C1=NC=C(C=C1)Cl (1,4-diazabicyclo[3.2.2]nonan-4-yl)(3-(5-chloropyridin-2-yl)-4,7-dihydropyrano[3,4-c]pyrazol-1(5H)-yl)methanone